C(C=C)(=O)OC1C2C=CC(C1)CC2 bicyclo[2.2.2]oct-5-en-2-yl acrylate